C(C)(=O)NC1CC(C1)N1C2=CC=CC=3C=C(N(CC1)C32)C3=NC2=C(N3C)C(=CC(=C2)C(=O)O)OC 2-[9-(3-acetamidocyclobutyl)-1,9-diazatricyclo[6.3.1.04,12]dodeca-2,4(12),5,7-tetraen-2-yl]-7-methoxy-1-methyl-benzimidazole-5-carboxylic acid